ClC1=C(C(=CC(=C1)C)F)N1N=C2N=C(NC(C2=C1)=O)OCC 2-(2-chloro-6-fluoro-4-methylphenyl)-6-ethoxy-2,5-dihydro-4H-pyrazolo[3,4-d]pyrimidin-4-one